4-(4-(4-carboxy-3-hydroxyphenylaminocarbonyl)-2,5-dihydroxybenzamido)-2-hydroxybenzoic acid C(=O)(O)C1=C(C=C(C=C1)NC(=O)C1=CC(=C(C(=O)NC2=CC(=C(C(=O)O)C=C2)O)C=C1O)O)O